C1N(CC12CCCCC2)CC2=CC(=NC=C2)C=2C=C1CN(C(C1=CC2)=O)C2C(NC(CC2)=O)=O 3-(5-(4-((2-azaspiro[3.5]nonan-2-yl)methyl)pyridin-2-yl)-1-oxoisoindolin-2-yl)piperidine-2,6-dione